C1(=CC=CC=C1)S(=O)(=O)N1C=C(C2=CC=C(C=C12)Br)C1=NC(=NC=C1C(F)(F)F)N[C@@H]1CN(CCC1)C(=O)OC(C)(C)C Tert-butyl (3S)-3-[[4-[1-(benzenesulfonyl)-6-bromo-indol-3-yl]-5-(trifluoromethyl) pyrimidin-2-yl]amino]piperidine-1-carboxylate